ethyl (4-((5-(4-(1H-pyrazol-1-yl)phenyl)-4-fluoro-1H-pyrazol-3-yl)amino)-3-methylphenyl)carbamat N1(N=CC=C1)C1=CC=C(C=C1)C1=C(C(=NN1)NC1=C(C=C(C=C1)NC(OCC)=O)C)F